C(=C)C1=C(OC(=C1)C=C)C(=O)[O-] 3,5-divinylfuroate